OC(=CCC1=CC=CC=C1)P(O)O alpha-hydroxyphenyl-propenyl-phosphonous acid